oleyl-dimethyl-amine-N-oxide C(CCCCCCC\C=C/CCCCCCCC)[N+](C)(C)[O-]